4-amino-7-{[1-(2-fluorophenyl)-1H-1,2,3-triazol-4-yl]methyl}-5-[2-(trifluoromethyl)pyrimidin-5-yl]pyrrolo[2,1-f][1,2,4]triazine-6-carbonitrile NC1=NC=NN2C1=C(C(=C2CC=2N=NN(C2)C2=C(C=CC=C2)F)C#N)C=2C=NC(=NC2)C(F)(F)F